N-{(2S,3R,4S)-1-(cyclopropanecarbonyl)-2-[(3',5'-difluoro[1,1'-biphenyl]-3-yl)-methyl]-4-fluoropyrrolidin-3-yl}-ethanesulfonamide C1(CC1)C(=O)N1[C@H]([C@H]([C@H](C1)F)NS(=O)(=O)CC)CC=1C=C(C=CC1)C1=CC(=CC(=C1)F)F